FC1=CC=C(C(=O)NC=2C=C3C(=CNC3=CC2)C=2CCN(CC2)C(CC)CC)C=C1 5-(4-fluorobenzoyl)amino-3-(1-(3-pentyl)-1,2,3,6-tetrahydropyridin-4-yl)-1H-indole